penta-fluoro-ethyl-methyl ether FC(C(F)(F)F)(COCC(C(F)(F)F)(F)F)F